6-(trifluoromethoxy)hexan-1-amine FC(OCCCCCCN)(F)F